lead pelargonate C(CCCCCCCC)(=O)[O-].[Pb+2].C(CCCCCCCC)(=O)[O-]